FC([C@@H]1NCCNC1)(F)F (R)-2-(trifluoromethyl)piperazine